ClC=1C2=C(SC1C(=O)C1=CC=C(C=C1)OC)C=C(C=C2)OC (3-Chloro-6-methoxybenzo[b]thiophen-2-yl)(4-methoxyphenyl)methanone